Ethyl 4-{[(1S)-2-hydroxy-1-phenylethyl]amino}-2-{[3-methyl-4-(methylsulfonyl)phenyl]amino}pyrimidine-5-carboxylate OC[C@H](C1=CC=CC=C1)NC1=NC(=NC=C1C(=O)OCC)NC1=CC(=C(C=C1)S(=O)(=O)C)C